N1=CC=NC2=C3C(=C4C(=C12)C=CC=C4)C=CC=C3 dibenzo[f,h]quinoxalin